2-isobutyramidonicotinamide C(C(C)C)(=O)NC1=C(C(=O)N)C=CC=N1